ClC=1C=CC(=C(C1)C1=CC(=C(N=N1)OCCCN(C)C)NCC1=C(C=C(C=C1)OC)OC)F 6-(5-chloro-2-fluorophenyl)-N-[(2,4-dimethoxyphenyl)methyl]-3-[3-(dimethylamino)propoxy]pyridazin-4-amine